(S)- and (R)-1-(1H-indol-3-yl)-2-phenyl-2-((2-(pyridin-3-yl)ethyl)-amino)ethan-1-one N1C=C(C2=CC=CC=C12)C([C@@H](NCCC=1C=NC=CC1)C1=CC=CC=C1)=O |r|